C1(C=CCCC1)CC(C(=O)O)=C.SC1(N=NNN1)CC(=O)O 5-mercapto-1H-tetrazoleacetic acid cyclohex-2-enemethacrylate